2-{3-[(1R)-1-{[6-(dimethylphosphoryl)-2-methylpyrido[3,4-d]pyrimidin-4-yl]amino}ethyl]-2-fluorophenyl}-2,2-difluoro(2H2)ethan-1-ol CP(=O)(C)C1=CC2=C(N=C(N=C2N[C@H](C)C=2C(=C(C=CC2)C(C(O)([2H])[2H])(F)F)F)C)C=N1